N7-(2-(4-(4-(2-methoxyethoxy)phenyl)piperazin-1-yl)ethyl)-N7-methyl-2-(oxazol-2-yl)-[1,2,4]triazolo[1,5-c]pyrimidine-5,7-diamine COCCOC1=CC=C(C=C1)N1CCN(CC1)CCN(C1=CC=2N(C(=N1)N)N=C(N2)C=2OC=CN2)C